FC1=C(CN(C(=O)NC(C)C)C)C=CC=C1 1-(2-fluorobenzyl)-3-isopropyl-1-methylurea